indolo[2,3-b]carbazole-2,10-dicarboxylic acid C1=C2C3=CC=4C(=CC3=NC2=CC=C1C(=O)O)N=C1C=CC(=CC14)C(=O)O